5-(6-Amino-3-azabicyclo[3.1.0]hexane-3-yl)-N-(8-fluoro-2-methyl-imidazo[1,2-a]pyridin-6-yl)pyrazine-2-carboxamide NC1C2CN(CC12)C=1N=CC(=NC1)C(=O)NC=1C=C(C=2N(C1)C=C(N2)C)F